Methyl (S)-2-(1-(7,8-Dichloro-4-(1H-Imidazol-1-Yl) Naphthalen-2-Yl) Azetidin-2-Yl)Acetate ClC1=CC=C2C(=CC(=CC2=C1Cl)N1[C@@H](CC1)CC(=O)OC)N1C=NC=C1